C(C)(C)(C1=CC=CC=C1)OC(C)(C)C1=CC=CC=C1 dicumylether